(S)-4-((5-((dimethylamino)methyl)-6-(tetrahydrofuran-3-yl)pyridin-3-yl)amino)-7-(7-fluoroimidazo[1,2-a]pyridin-3-yl)-1,2-dihydro-3H-pyrrolo[3,4-c]pyridin-3-one CN(C)CC=1C=C(C=NC1[C@H]1COCC1)NC1=NC=C(C2=C1C(NC2)=O)C2=CN=C1N2C=CC(=C1)F